1-{[(2R,5R)-1-{2-[6-(1,1-Difluoropropyl)-3,3-dimethyl-1H,2H,3H-pyrrolo[3,2-b]pyridin-1-yl]-2-oxoethyl}-5-methylpiperazin-2-yl]methyl}pyrrolidin-2-one hydrochloride Cl.FC(CC)(F)C=1C=C2C(=NC1)C(CN2C(CN2[C@H](CN[C@@H](C2)C)CN2C(CCC2)=O)=O)(C)C